N1=C(OC(C2=C1C=CC=C2)=O)CCCCC2=NC1=C(C(O2)=O)C=CC=C1 2,2'-tetramethylenebis(3,1-benzoxazin-4-one)